N-[(1R)-2-(4-amino-1-piperidyl)-1-methyl-2-oxo-ethyl]-4-[[3-[1-(cyanomethyl)-3-(trifluoromethyl)pyrazol-4-yl]imidazo[1,2-a]pyrazin-8-yl]amino]-2-methyl-benzamide NC1CCN(CC1)C([C@@H](C)NC(C1=C(C=C(C=C1)NC=1C=2N(C=CN1)C(=CN2)C=2C(=NN(C2)CC#N)C(F)(F)F)C)=O)=O